ClC1=C(C(=C(C=C1OC)OC)Cl)C1=CC2=C(N=C(N=C2)SC)C(=N1)NCC=1C=NN(C1)C 6-(2,6-dichloro-3,5-dimethoxyphenyl)-N-((1-methyl-1H-pyrazol-4-yl)methyl)-2-(methylthio)pyrido[3,4-d]pyrimidine-8-amine